C[Si](OC(O[Si](C)(C)C)[SiH2]OC(=CC1=CC=CC=C1)[SiH](C)C)(C)C [bis(trimethyl-siloxy)methylsiloxy]dimethylsilylstyrene